benzyl (2S)-4-(7-(8-chloronaphthalen-1-yl)-2-(((2S)-1-(2,2,2-trifluoroacetyl)pyrrolidin-2-yl)methoxy)-5H,6H,8H-pyrido[3,4-d]pyrimidin-4-yl)-2-(cyano methyl)piperazine-1-carboxylate ClC=1C=CC=C2C=CC=C(C12)N1CC=2N=C(N=C(C2CC1)N1C[C@@H](N(CC1)C(=O)OCC1=CC=CC=C1)CC#N)OC[C@H]1N(CCC1)C(C(F)(F)F)=O